6-(2,4-difluorophenyl)-N-(2,3-dihydro-1H-inden-2-yl)imidazo[2,1-b]oxazole-5-carboxamide FC1=C(C=CC(=C1)F)C=1N=C2OC=CN2C1C(=O)NC1CC2=CC=CC=C2C1